NC1=CC(=C(CC=2C=CC(=C(C(=O)NCCOC)C2)C)C=C1)C 5-(4-Amino-2-methylbenzyl)-N-(2-methoxyethyl)-2-methylbenzamide